C(CCCCCCC)OC(CCBr)OCCCCCCCC 3,3-dioctyloxybromopropane